C(C)N(CC)CC.C(C)N(CC)CC.N[C@H](CO)C(=O)O D-serine bistriethylamine salt